choline p-toluenesulfonate salt CC1=CC=C(C=C1)S(=O)(=O)[O-].OCC[N+](C)(C)C